CC1=NOC(=C1C=1C=C2C(=NC1)C(=CN2C(CC#N)C2=CC=CC=C2)C=2C=NN(C2)CC(F)(F)F)C 3-[6-(3,5-dimethylisoxazol-4-yl)-3-[1-(2,2,2-trifluoroethyl)pyrazol-4-yl]pyrrolo[3,2-b]pyridin-1-yl]-3-phenyl-propanenitrile